tert-butyl N-[(1R)-2-hydroxy-1-[3-(trifluoromethoxy)phenyl]ethyl]carbamate OC[C@@H](C1=CC(=CC=C1)OC(F)(F)F)NC(OC(C)(C)C)=O